Cl.O=C1NC(CCC1C1=NN(C2=CC(=CC=C12)N1CCC(CC1)CC(=O)O)C)=O 2-[1-[3-(2,6-dioxo-3-piperidyl)-1-methyl-indazol-6-yl]-4-piperidyl]acetic acid HCl salt